C(C)(C)(C)O[C@H]1[C@@H](C[C@H]2N(CCC3=CC(=C(C=C23)OC)OCC2(CC2)S(=O)(=O)C)C1)O (2R,3R,11bR)-3-(tert-butoxy)-10-methoxy-9-((1-(methylsulfonyl)cyclopropyl)methoxy)-1,3,4,6,7,11b-hexahydro-2H-pyrido[2,1-a]isoquinolin-2-ol